C1=CC=CC=2C3=CC=CC=C3C(C12)COC(=O)N[C@H](C(=O)O)CC(=O)OC(C)(C)C (S)-2-((((9H-fluoren-9-yl)methoxy)carbonyl)amino)-4-(tert-butoxy)-4-oxobutanoic acid